N1=C(C=CC=2CCCNC12)CCCNC(=O)C1[C@H]2CN(C[C@@H]12)CC(=O)O 2-((1R,5S,6s)-6-((3-(5,6,7,8-tetrahydro-1,8-naphthyridin-2-yl)propyl)carbamoyl)-3-azabicyclo[3.1.0]hexane-3-yl)acetic acid